1-Benzyl-5-hydroxy-3-methyl-N-phenyl-1H-pyrazole-4-carboxamide C(C1=CC=CC=C1)N1N=C(C(=C1O)C(=O)NC1=CC=CC=C1)C